Spiro[2.5]octane-1-carboxylic acid (2-{4-[5-chloro-2-(4-methanesulfonyl-benzyloxy)-benzyl]-piperazin-1-yl}-2-oxo-ethyl)-amide ClC=1C=CC(=C(CN2CCN(CC2)C(CNC(=O)C2CC23CCCCC3)=O)C1)OCC1=CC=C(C=C1)S(=O)(=O)C